CN(C(C(C(=O)N(CCCCCCCC)C)(OCC)CCCCCC)=O)CCCCCCCC dimethyl-N,N'-dioctyl-hexylethoxymalonamide